FC=1C=C(C=C2NC(C(=NC12)C)=O)CN1CCN(CC1)C=1C=CC(=NC1C)C(=O)NCCF 5-(4-((8-fluoro-2-methyl-3-oxo-3,4-dihydroquinoxalin-6-yl)methyl)piperazin-1-yl)-N-(2-fluoroethyl)-6-methylpicolinamide